(S)-5-(5,5-dimethyl-4,5,6,7-tetrahydro-benzo[d]isoxazole-3-carbonyl)-N-((S)-3-oxo-1-((S)-2-oxopyrrolidin-3-yl)-4-(trifluoromethoxy)butan-2-yl)-5-azaspiro[2.4]-heptane-6-carboxamide CC1(CCC2=C(C(=NO2)C(=O)N2CC3(CC3)C[C@H]2C(=O)N[C@@H](C[C@H]2C(NCC2)=O)C(COC(F)(F)F)=O)C1)C